vinyl glycolate diboron [B].[B].C(CO)(=O)OC=C